C(C)(C)(C)OC(=O)N1CC[C@@H](C2=CC=CC=C12)N1C(N(C2=NC(=NC=C2C1)S(=O)(=O)C)C1COCC1)=O (4S)-4-(7-(methylsulfonyl)-2-oxo-1-(tetrahydrofuran-3-yl)-1,2-dihydropyrimido[4,5-d]pyrimidin-3(4H)-yl)-3,4-dihydroquinoline-1(2H)-carboxylic acid tert-butyl ester